1-(2-fluoro-4-(1-(tetrahydro-2H-pyran-2-yl)-1H-pyrazol-4-yl)phenyl)piperidine FC1=C(C=CC(=C1)C=1C=NN(C1)C1OCCCC1)N1CCCCC1